(3-([1,1'-Biphenyl]-2-ylethynyl)-1H-indazol-7-yl)(7-methyl-2,7-diazaspiro[3.5]nonan-2-yl)methanone C1(=C(C=CC=C1)C#CC1=NNC2=C(C=CC=C12)C(=O)N1CC2(C1)CCN(CC2)C)C2=CC=CC=C2